2-amino-6-borono-2-(3-(4-(N-(3,4-dichlorobenzyl)octanoylamino)piperidin-1-yl)propyl)hexanoic acid NC(C(=O)O)(CCCCB(O)O)CCCN1CCC(CC1)NC(CCCCCCCCC1=CC(=C(C=C1)Cl)Cl)=O